C(C1=CC=CC=C1)N benzylamin